N-(3-((4-cyclohexylphenyl)amino)cyclobutyl)-5-oxopyrrolidine-3-carboxamide C1(CCCCC1)C1=CC=C(C=C1)NC1CC(C1)NC(=O)C1CNC(C1)=O